C1(CC1)C=1N=CN(C1)C1=CC(=C(S1)C)C(=O)OC methyl 5-(4-cyclopropyl-1H-imidazol-1-yl)-2-methylthiophene-3-carboxylate